2,6-dihydroxy-5'-methyl-4-pentyl-N-phenyl-2'-(prop-1-en-2-yl)-1',2',3',4'-tetrahydro-[1,1-biphenyl]-3-sulfonamide OC1=C(C(=CC(=C1S(=O)(=O)NC1=CC=CC=C1)CCCCC)O)C1C(CCC(=C1)C)C(=C)C